CC1(C(C2=CC=C(C=C2C1)C=1C=NC(=CC1)OCCC)NC(O[C@@H]1CN2CCC1CC2)=O)C (S)-quinuclidin-3-yl (2,2-dimethyl-5-(6-propoxypyridin-3-yl)-2,3-dihydro-1H-inden-1-yl)carbamat